1-nonanoyl-2-eicosanoyl-sn-glycero-3-phosphocholine C(CCCCCCCC)(=O)OC[C@@H](OC(CCCCCCCCCCCCCCCCCCC)=O)COP(=O)([O-])OCC[N+](C)(C)C